2-bromo-6-((2,4-dimethoxybenzyl)amino)-4-(trifluoromethyl)benzamide BrC1=C(C(=O)N)C(=CC(=C1)C(F)(F)F)NCC1=C(C=C(C=C1)OC)OC